1-(3-(2-(4-(2,3-dichlorophenyl)piperazin-1-yl)ethyl)cyclobutyl)-3-ethylurea ClC1=C(C=CC=C1Cl)N1CCN(CC1)CCC1CC(C1)NC(=O)NCC